1-(2-(dimethylamino)ethyl)-N1-methyl-2-nitro-5-(2,2,2-trifluoroethoxy)benzene-1,4-diamine CN(CCC1(C(C=C(C(=C1)OCC(F)(F)F)N)[N+](=O)[O-])NC)C